O=C1N(C2=CC=NC=C2CC1)CC(=O)N (2-oxo-3,4-dihydro-1,6-naphthyridin-1(2H)-yl)acetamide